C(CCC)(=O)C=1C(C(C(=C(C1O)CCC(=C)C)O)(CCC(=C)C)O)=O 2-butyryl-3,5,6-trihydroxy-4,6-diisopentenylcyclohexa-2,4-dienone